1-(4-(6-(benzyloxy)-4,4-difluoro-2-(3-fluoro-5-methylphenyl)-3,4-dihydronaphthalen-1-yl)phenyl)-4-(dimethoxymethyl)piperidine C(C1=CC=CC=C1)OC=1C=C2C(CC(=C(C2=CC1)C1=CC=C(C=C1)N1CCC(CC1)C(OC)OC)C1=CC(=CC(=C1)C)F)(F)F